(1S,2S)-1-[4-(benzyl-sulfonyl)-2-fluorophenoxy]-4,6-dichloro-N,N-dimethyl-2,3-dihydro-1H-inden-2-amine C(C1=CC=CC=C1)S(=O)(=O)C1=CC(=C(O[C@@H]2[C@H](CC3=C(C=C(C=C23)Cl)Cl)N(C)C)C=C1)F